C1(CCCCCCCCCCC(=O)O1)=O dodecanedioic acid, anhydride